tris(2,2'-bipyridyl) dichloride ruthenium [Ru+2].[Cl-].[Cl-].N1=C(C=CC=C1)C1=NC=CC=C1.N1=C(C=CC=C1)C1=NC=CC=C1.N1=C(C=CC=C1)C1=NC=CC=C1